tert-butyl (2-methyl-1-oxo-1-(4-((2-oxo-1-(4-((1-oxopropan-2-yl)oxy)phenyl)-1,2-dihydropyrimidin-4-yl)carbamoyl)piperazin-1-yl)propan-2-yl)carbamate CC(C(N1CCN(CC1)C(NC1=NC(N(C=C1)C1=CC=C(C=C1)OC(C=O)C)=O)=O)=O)(C)NC(OC(C)(C)C)=O